6-(1,3-dimethylpyrazol-4-yl)-2,3-dihydro-1H-pyrrolo[4,3-c]pyridin-1-one CN1N=C(C(=C1)C1=CC2=C(C=N1)CNC2=O)C